BrC=1C(=NC(=CN1)Br)C=O 3,6-dibromopyrazine-2-aldehyde